ClC1=NC2=CC=CC=C2C(=C1)C chloro-4-methylquinoline